C(CCC)[N+](OP(=O)(O)O)(CCCC)CCCC tributyl-(phosphonooxy)ammonium